C(C)C1(C(C=CC=C1)N)N.[N] nitrogen 1-Ethylbenzene-1,2-diamine